C(C(=C)C)(=O)OCC1OC(C1)C(F)(F)F 2-(methacryloyloxymethyl)-4-trifluoromethyl-oxetane